ClCC\C=C\CCCC(OC)OC (3E)-1-chloro-8,8-dimethoxy-3-octene